7-octen CCCCCCC=C